1'-((3-fluoro-8-methoxy-4-oxo-4,5-dihydropyrrolo[1,2-a]quinoxalin-7-yl)methyl)-1',2',3',6'-tetrahydro-[2,4'-bipyridine]-5-carbonitrile FC=1C=CN2C1C(NC1=CC(=C(C=C21)OC)CN2CCC(=CC2)C2=NC=C(C=C2)C#N)=O